4-(6-methyl-7-(8-methyl-[1,2,4]triazolo[1,5-a]pyridin-6-yl)-9H-carbazol-3-yl)-3,6-dihydropyridine-1(2H)-carboxylic acid tert-butyl ester C(C)(C)(C)OC(=O)N1CCC(=CC1)C=1C=CC=2NC3=CC(=C(C=C3C2C1)C)C=1C=C(C=2N(C1)N=CN2)C